CC=1C=C(C=C2C=NNC12)C[C@H](C(=O)N1CCC(CC1)N1CCN(CC1)C)NC(=O)N1CCC(CC1)C1=CC2=C(NC1=O)SCC2 (R)-N-(3-(7-methyl-1H-indazol-5-yl)-1-(4-(4-methylpiperazin-1-yl)piperidin-1-yl)-1-oxopropan-2-yl)-4-(6-oxo-2,3,6,7-tetrahydrothieno[2,3-b]pyridin-5-yl)piperidine-1-carboxamide